C(C)(C)(C)N(C(O)=O)C1=NC=C(C(=C1)OC)C(NC1=NC(=CC=C1)CC)=O.CC1(C(=C(C1)C1=C(C=CC=C1)NC(C)=O)C1=CC=C(C=C1)F)C N-(2-(3,3-dimethyl-2-(4-fluorophenyl)cyclobut-1-en-1-yl)phenyl)acetamide tert-butyl-(5-((6-ethylpyridin-2-yl)carbamoyl)-4-methoxypyridin-2-yl)carbamate